2-amino-5-(4-(2-(3,5-difluorophenyl)-2-hydroxyacetamido)-2-methylphenyl)nicotinic acid NC1=C(C(=O)O)C=C(C=N1)C1=C(C=C(C=C1)NC(C(O)C1=CC(=CC(=C1)F)F)=O)C